NC=1C=2N(C3=CC(=CC=C3N1)C(=O)N(CC1=NC=C(C=C1)C(F)(F)F)[C@H](C)C=1SC=CN1)C=NC2 (R)-4-amino-N-(1-(thiazol-2-yl)ethyl)-N-((5-(trifluoromethyl)pyridin-2-yl)methyl)imidazo[1,5-a]quinoxaline-8-carboxamide